methylpyrimidine-4-carboxylic acid, amide CC1=NC=CC(=N1)C(=O)N